(((5-(6-Amino-2-fluoro-9H-purin-9-yl)-3,4-dihydroxytetrahydrofuran-2-yl)methoxy)(phenoxy)phosphoryl)-L-alanine methyl ester COC([C@@H](NP(=O)(OC1=CC=CC=C1)OCC1OC(C(C1O)O)N1C2=NC(=NC(=C2N=C1)N)F)C)=O